ethyl 1-((((2S,3R)-3-(3,3-difluorobutyl)-2-fluoro-5-(3-fluorophenyl)-1,1-dioxido-7-(trifluoromethyl)-2,3,4,5-tetrahydrobenzo[b][1,4]thiazepin-8-yl)oxy)methyl)cyclopropane-1-carboxylate FC(CC[C@@H]1CN(C2=C(S([C@@H]1F)(=O)=O)C=C(C(=C2)C(F)(F)F)OCC2(CC2)C(=O)OCC)C2=CC(=CC=C2)F)(C)F